2,3,4,7-Tetrahydro-1H-indene C1CCC=2CC=CCC12